[Si](C)(C)(C(C)(C)C)O[C@H](COC1=C(C=C(C=N1)N)Cl)C (S)-6-(2-((tert-butyldimethylsilyl)oxy)propoxy)-5-chloropyridin-3-amine